C(C)(C)(C)OC([C@H](C)OC1=C(C=C(C(=C1)F)Br)C1=NOCC1OCC)=O tert-Butyl-(2S)-2-[4-bromo-5-fluoro-2-(4-ethoxy-4,5-dihydroisoxazol-3-yl)phenoxy]propanoat